2-(Trimethylsilyl)ethyl-{3-[{(1R)-1-[1-benzyl-4-(2,5-difluorophenyl)-1H-pyrrol-2-yl]-2,2-dimethylpropyl} (4-nitrobenzoyl)amino]propyl} carbamat C(N)(OCCC(N(C(C1=CC=C(C=C1)[N+](=O)[O-])=O)[C@H](C(C)(C)C)C=1N(C=C(C1)C1=C(C=CC(=C1)F)F)CC1=CC=CC=C1)CC[Si](C)(C)C)=O